BrC1=C(C=CC(=C1C(F)(F)F)OC1CCCC1)[N+](=O)[O-] 2-bromo-4-(cyclopentyloxy)-1-nitro-3-(trifluoromethyl)benzene